C(C)OC(=O)C1=C(N=C(N1OCC1=CC(=CC=C1)Cl)C1=CC(=CC=C1)C#N)C 1-[(3-chlorobenzyl)oxy]-2-(3-cyanophenyl)-4-methyl-1H-imidazole-5-carboxylic acid ethyl ester